3-(3-pyridyl)prop-2-ynal N1=CC(=CC=C1)C#CC=O